OC(CN1C=NC=C1)C 1-(2'-hydroxypropyl)imidazole